tert-butyl-6-(4-(trifluoromethyl)piperidin-1-yl)pyridin-3-amine C(C)(C)(C)C1=NC(=CC=C1N)N1CCC(CC1)C(F)(F)F